tert-butyl N-{[5-(2-fluorophenyl)-1-[(2-methyl-2H-1,3-benzodioxol-5-yl)sulfonyl]-1H-pyrrol-3-yl]methyl}-N-methylcarbamate FC1=C(C=CC=C1)C1=CC(=CN1S(=O)(=O)C1=CC2=C(OC(O2)C)C=C1)CN(C(OC(C)(C)C)=O)C